OC1=CC=C(CN2C(N=C3C2=NC=NC2=C3N=CN2CC2=CC=C(C=C2)OC)=O)C=C1 3-(4-hydroxybenzyl)-7-(4-methoxybenzyl)-3,7-dihydro-2H-diimidazo[4,5-d:4',5'-f][1,3]Diazepin-2-one